1-(2,4,4-trimethyl-2-cyclohexen-1-yl)-2-buten-1-one CC=1C(CCC(C1)(C)C)C(C=CC)=O